FC1=CC(=C(C=C1C(N[C@@H]1COCC1)=O)NC(=O)C1=CN=C(S1)NC(=O)N1CCOCC1)C N-[5-[[4-fluoro-2-methyl-5-[[(3S)-oxolan-3-yl]carbamoyl]phenyl]carbamoyl]-1,3-thiazol-2-yl]morpholine-4-carboxamide